2-[1-(1,4-dimethylphthalazin-6-yl)-2-oxo-cyclohexyl]acetonitrile CC1=NN=C(C2=CC(=CC=C12)C1(C(CCCC1)=O)CC#N)C